FC1=CC=2C(=CC=3C(N(C(C3C2C2=CC=CC=C2)=O)CC2=NC=CC=C2)=O)C=C1 6-fluoro-4-phenyl-2-(pyridin-2-ylmethyl)-1H-benzo[f]isoindole-1,3(2H)-dione